5-((3S,5S)-3,5-dimethyl-morpholino)pyridin-2-amine C[C@H]1COC[C@@H](N1C=1C=CC(=NC1)N)C